C(C(C)C)C([O-])(CCC)CC(C)C.[Al+3].C(C(C)C)C([O-])(CCC)CC(C)C.C(C(C)C)C([O-])(CCC)CC(C)C aluminum diisobutyl-n-butoxide